ClC=1C=C(C=CC1Cl)N(C(=O)[C@H]1N(C(OC1)=O)C1=NC(=CC(=C1)C(F)(F)F)C)C (S)-N-(3,4-dichlorophenyl)-N-methyl-3-(6-methyl-4-(trifluoromethyl)-pyridin-2-yl)-2-oxooxazolidine-4-carboxamide